triazinal N1=NN=C(C=C1)C=O